C(COC1OCCO1)OC1OCCO1 2'-[1,2-ethanediylbis(oxy)]-bis-1,3-dioxolane